4-chloro-2-methylphenol ClC1=CC(=C(C=C1)O)C